C(C)N1CCN(CC1)C=1C=CC(=NC1)NC1=NC=C(C=N1)F N-(5-(4-ethylpiperazin-1-yl)pyridin-2-yl)-5-fluoropyrimidin-2-amine